N-(2-(2-hydroxyeth-oxy)ethyl)-1-methyl-2-((6-(3-methyl-2-oxooxazolidin-5-yl)benzo[d]-oxazol-2-yl)amino)-1H-benzo[d]imidazole-5-carboxamide OCCOCCNC(=O)C1=CC2=C(N(C(=N2)NC=2OC3=C(N2)C=CC(=C3)C3CN(C(O3)=O)C)C)C=C1